ClC1=NC(=C2N=CN(C2=N1)C(C)C)NCC=1C(=NC=CC1)C=1C=NC=C(C1)N(C)C 2-chloro-N-((5'-(dimethylamino)-[2,3'-bipyridin]-3-yl)methyl)-9-isopropyl-9H-purin-6-amine